CN1C(C(CCC1(C)C)C(C1=C(C(=CC(=C1)C(C)(C)C)C(C)(C)C)O)(C(C(=O)[O-])(C(=O)[O-])CCCC)C1C(N(C(CC1)(C)C)C)(C)C)(C)C bis(1,2,2,6,6-pentamethyl piperidyl)-2-n-butyl-2-(2-hydroxy-3,5-di-tert-butylbenzyl)malonate